S1C(=CC=C1)C1=CC(=C(C=C1)NC(OC(C)(C)C)=O)NC(C1=CC=C(C=C1)CNC(C(F)(F)F)=O)=O tert-butyl (4-(thiophen-2-yl)-2-(4-((2,2,2-trifluoroacetamido)-methyl) benzamido)-phenyl)-carbamate